CSCC[C@@H](C(=O)N[C@@H](CCSC)C(=O)N[C@@H](CCSC)C(=O)O)NC(=O)[C@H](CCCCN)N The molecule is a tetrapeptide composed of L-lysine and three L-methionine units joined in sequence by peptide linkages. It has a role as a metabolite. It derives from a L-lysine and a L-methionine.